2,5-Dichloro-p-benzoquinone ClC=1C(C=C(C(C1)=O)Cl)=O